(6β,5β,7α)-6-ethyl-7-hydroxy-3-oxo-cholane-24-oic acid ethyl ester C(C)OC(CC[C@@H](C)[C@H]1CC[C@H]2[C@@H]3[C@@H]([C@H]([C@@H]4CC(CC[C@]4(C)[C@H]3CC[C@]12C)=O)CC)O)=O